N-((R)-1-(3-(1-ethyl-1H-pyrazol-3-yl)-5-(1-methyl-1H-pyrazol-4-yl)phenyl)ethyl)-5-(hexahydropyrazino[2,1-c][1,4]oxazin-8(1H)-yl)-2-methylbenzamide C(C)N1N=C(C=C1)C=1C=C(C=C(C1)C=1C=NN(C1)C)[C@@H](C)NC(C1=C(C=CC(=C1)N1CC2COCCN2CC1)C)=O